COC(=O)C1=CN(C(=C1)Cl)C[C@H](C)NC(=O)OC(C)(C)C (S)-1-(2-((tert-butoxycarbonyl)amino)propyl)-5-chloro-1H-pyrrole-3-carboxylic acid methyl ester